1-methacryloylazetidine C(C(=C)C)(=O)N1CCC1